6-Chloro-4-[(2-methoxyphenyl)amino]-N-methylpyridine-3-carboxamide ClC1=CC(=C(C=N1)C(=O)NC)NC1=C(C=CC=C1)OC